C1(CC1)C=1C=CC(=NC1)C(C)O 1-(5-cyclopropylpyridin-2-yl)ethan-1-ol